4-bromo-6-methoxy-8-methylquinoline BrC1=CC=NC2=C(C=C(C=C12)OC)C